COC(CCC(C=1OC2=C(N1)C=C(C=C2)Br)(F)F)=O 4,4-difluoro-4-(5-bromobenzoxazol-2-yl)butanoic acid methyl ester